2-(4-methoxy-1H-indol-3-yl)-N,N-dimethylethylamine COC1=C2C(=CNC2=CC=C1)CCN(C)C